4-styrylpyridineOne C(=CC1=CC=CC=C1)C1=CC(NC=C1)=O